OC1=C(C=CC(=C1)CCCO)C1=NC(=NC(=N1)C1=CC=CC=C1)C1=CC=CC=C1 2-[2-hydroxy-4-(3-hydroxypropyl)phenyl]-4,6-diphenyl-s-triazine